benzyl 5-[4-[tert-butoxycarbonyl(methyl)amino]-1-piperidyl]-3,4-dihydro-2H-quinoline-1-carboxylate C(C)(C)(C)OC(=O)N(C1CCN(CC1)C1=C2CCCN(C2=CC=C1)C(=O)OCC1=CC=CC=C1)C